4-(3-(4-fluorophenyl)-1-methyl-1H-pyrazol-4-yl)pyridine-2,3-dicarboxylic acid dipotassium salt [K+].[K+].FC1=CC=C(C=C1)C1=NN(C=C1C1=C(C(=NC=C1)C(=O)[O-])C(=O)[O-])C